2-(3-chloro-4-(trifluoromethyl)phenoxy)-1-(3-fluoro-4-(5-(trifluoromethyl)-1,2,4-oxadiazol-3-yl)phenyl)ethan ClC=1C=C(OCCC2=CC(=C(C=C2)C2=NOC(=N2)C(F)(F)F)F)C=CC1C(F)(F)F